C([2H])([2H])([2H])C1=C(C2=C(C(NC3C=4N(C2C3)C3=C(N4)C=CC=C3)=O)C=C1)C#C[Si](C(C)C)(C(C)C)C(C)C (methyl-d3)-1-((triisopropylsilyl)ethynyl)-6,7-dihydro-7,14-methanobenzo[f]benzo[4,5]imidazo[1,2-a][1,4]diazocin-5(14H)-one